6-hydroxyimidazo[1,2-a]pyrimidine-2-carboxylic acid OC=1C=NC=2N(C1)C=C(N2)C(=O)O